bis(3-methylphenyl)-N,N'-bis[3-(9-phenyl-9H-fluoren-9-yl)phenyl]-pyrene-1,6-diamine CC=1C=C(C=CC1)C=1C(=C(C=2C=CC3=CC=C(C=4C=CC1C2C43)NC4=CC(=CC=C4)C4(C3=CC=CC=C3C=3C=CC=CC43)C4=CC=CC=C4)NC4=CC(=CC=C4)C4(C3=CC=CC=C3C=3C=CC=CC43)C4=CC=CC=C4)C4=CC(=CC=C4)C